FC(OC1=C(C=C(C=C1)OC=1C=NN(C1)C1CCNCC1)C1=NN(C=C1NC(=O)C=1C=NN2C1N=CC=C2)C)F N-(3-(2-(difluoromethoxy)-5-((1-(piperidin-4-yl)-1H-pyrazol-4-yl)oxy)phenyl)-1-methyl-1H-pyrazol-4-yl)pyrazolo[1,5-a]pyrimidine-3-carboxamide